2-(2-aminoethyl)nicotinic acid methyl ester hydrochloride Cl.COC(C1=C(N=CC=C1)CCN)=O